ethyl 4-(6-methyl-2-(3,4-methylenedioxyphenyl)pyrimidin-4-ylamino)benzoate CC1=CC(=NC(=N1)C1=CC2=C(C=C1)OCO2)NC2=CC=C(C(=O)OCC)C=C2